C(C)C1=C(C(=O)NCCNC(=O)[C@H]2N(CCC2)C(=O)OC(C)(C)C)C=CC(=C1)NC=1C=2N(C=CN1)C(=CN2)C=2C(=NNC2)C(F)(F)F tert-butyl (2S)-2-[2-[[2-ethyl-4-[[3-[3-(trifluoromethyl)-1H-pyrazol-4-yl]imidazo[1,2-a]pyrazin-8-yl]amino]benzoyl]amino]ethyl carbamoyl]pyrrolidine-1-carboxylate